2-((4-(6-((4-cyano-2-fluorobenzyl)oxy)pyridin-2-yl)piperazin-1-yl)methyl)-4-fluoro-1-(2-methoxyethyl)-5-(phenylamino)-1H-benzo[d]imidazole-6-carboxylic acid C(#N)C1=CC(=C(COC2=CC=CC(=N2)N2CCN(CC2)CC2=NC3=C(N2CCOC)C=C(C(=C3F)NC3=CC=CC=C3)C(=O)O)C=C1)F